N-(6-{[6,7-bis(methyloxy)quinolin-4-yl]oxy}-5-fluoro-1,3-benzothiazol-2-yl)-2-[3,5-bis(trifluoromethyl)phenyl]acetamide COC=1C=C2C(=CC=NC2=CC1OC)OC1=CC2=C(N=C(S2)NC(CC2=CC(=CC(=C2)C(F)(F)F)C(F)(F)F)=O)C=C1F